CC(CCCCC)=O E-2-heptanal